tert-butyl (2-(2-(2-(4-((4-amino-2-butyl-7-methyl-1H-imidazo[4,5-d]thieno[3,2-b]pyridin-1-yl)methyl)piperidin-1-yl)ethoxy)ethoxy)ethyl)carbamate NC1=C2C(=C3C(=N1)C=C(S3)C)N(C(=N2)CCCC)CC2CCN(CC2)CCOCCOCCNC(OC(C)(C)C)=O